CC1=NC=C(C=N1)[C@@H](CC(=O)O)N1CC(C1)OCCCC1=NC=2NCCCC2C=C1 (R)-3-(2-methylpyrimidin-5-yl)-3-(3-(3-(5,6,7,8-tetrahydro-1,8-naphthyridin-2-yl)propoxy)azetidin-1-yl)propionic acid